FC1=CC2=C(CCCC[C@H]2NC(OC(C)(C)C)=O)C=C1C1=NC=NC(=N1)NC1=NN(C=C1)C tert-butyl (R)-(3-fluoro-2-(4-((1-methyl-1H-pyrazol-3-yl)amino)-1,3,5-triazin-2-yl)-6,7,8,9-tetrahydro-5H-benzo[7]annulen-5-yl)carbamate